CC1(C2=CC=CC=C2C=2C=CC=CC12)C(=O)Cl 9-methyl-9H-fluorene-9-carbonyl chloride